9-nitro-2,3,5,6,7,8-hexahydro-1H-5,8-epoxyimidazo[1,2-a]azepine [N+](=O)([O-])C1=C2N(C3CCC1O3)CCN2